(1r,3r)-3-((4-methoxy-5-(quinoxalin-6-yl)-7H-pyrrolo[2,3-d]pyrimidin-2-yl)amino)-1-methylcyclobutan-1-ol COC=1C2=C(N=C(N1)NC1CC(C1)(O)C)NC=C2C=2C=C1N=CC=NC1=CC2